COC(C(C)(C)OCC1=NN(C(=C1)C1=CC=C2C=NN(C2=C1)CC)C1=C(C=CC=C1)N1CCC1)=O 2-([1-[2-(azetidin-1-yl)phenyl]-5-(1-ethyl-1H-indazol-6-yl)-1H-pyrazol-3-yl]methoxy)-2-methylpropionic acid methyl ester